FC1=C(C(=CC=C1)F)C(C)(C)C1=NC(=NO1)C1=NC(=CC(=N1)O[C@@H]1C[C@H](NCC1)CC#N)O[C@@H](C)[C@H]1N(C[C@@H](C1)F)C 2-[(2R,4S)-4-[(2-{5-[2-(2,6-difluorophenyl)propan-2-yl]-1,2,4-oxadiazol-3-yl}-6-[(1S)-1-[(2S,4R)-4-fluoro-1-methylpyrrolidin-2-yl]ethoxy]pyrimidin-4-yl)oxy]piperidin-2-yl]acetonitrile